ClC=1C=C2C(=NC=NC2=C(C1C1=C2C(=NNC2=CC=C1C)F)F)N1CCN(CC1)C(C=C)=O 1-(4-(6-chloro-8-fluoro-7-(3-fluoro-5-methyl-1H-indazol-4-yl)quinazolin-4-yl)piperazin-1-yl)prop-2-en-1-one